ClC1=C(C=CC(=C1NC=1C(=C2C(N(C=NC2=CC1)C)=O)Cl)F)NS(=O)(=O)N1CC(C1)OCC N-(2-chloro-3-((5-chloro-3-methyl-4-oxo-3,4-dihydroquinazolin-6-yl)amino)-4-fluorophenyl)-3-ethoxyazetidine-1-sulfonamide